[O-2].[Ce+3].[Zn+2] zinc-cerium-oxide